CN1C(C(=C(C2=CC(=CC=C12)C#N)N1CCC(CC1)SC1=CC=CC=C1)C#N)=O 1-methyl-2-oxo-4-[4-(phenylthio)piperidin-1-yl]-1,2-dihydroquinoline-3,6-dinitrile